(7R,14R)-6-(methyl-d3)-5-oxo-1-((triisopropylsilyl)ethynyl)-5,6,7,14-tetrahydro-7,14-methanobenzo[f]benzo[4,5]imidazo[1,2-a][1,4]diazocine-11-carbonitrile C(N1[C@H]2C=3N([C@@H](C4=C(C1=O)C=CC=C4C#C[Si](C(C)C)(C(C)C)C(C)C)C2)C2=C(N3)C=CC(=C2)C#N)([2H])([2H])[2H]